ClC1N(C(NC2=C3C(=C(C=C12)NC(C1=CC(=CC(=C1)C(F)(F)F)F)=O)C(NC3=O)(O)C3=C(C=CC(=C3)F)Cl)=O)C(C([2H])([2H])[2H])([2H])[2H] N-(4-chloro-7-(2-chloro-5-fluorophenyl)-3-(ethyl-d5)-7-hydroxy-2,9-dioxo-2,3,4,7,8,9-hexahydro-1H-pyrrolo[3,4-H]quinazolin-6-yl)-3-fluoro-5-(trifluoromethyl)benzamide